(3,5-bis-trifluoromethyl-phenyl)-N-[(3S,4R)-4-(4-fluoro-phenyl)-1-(4-methanesulfonyl-piperazine-1-carbonyl)-pyrrolidin-3-yl]-N-methyl-isobutyramide FC(C=1C=C(C=C(C1)C(F)(F)F)C(C(=O)N(C)[C@@H]1CN(C[C@H]1C1=CC=C(C=C1)F)C(=O)N1CCN(CC1)S(=O)(=O)C)(C)C)(F)F